FC1(C(C2=C(C(=C=C=C12)OC=1C=C(C(=O)N)C=C(C1)OC(F)F)C(F)(F)F)O)F 3-(8,8-difluoro-7-hydroxy-5-trifluoromethylbicyclo[4.2.0]oct-1,3,5-triene-2-enyloxy)-5-difluoromethoxybenzamide